CC=1CC2C(CC1C)C(=O)OC2=O 4,5-dimethyl-4-cyclohexene-1,2-dicarboxylic anhydride